C(C)(=O)N1CC=2N(CC1)C(=NC2C=2C=CC=C1C=C(N=CC21)C=2C=CC(=NC2)C2(COC2)NC(OC(C)(C)C)=O)CC tert-butyl (3-(5-(8-(7-acetyl-3-ethyl-5,6,7,8-tetrahydroimidazo[1,5-a]pyrazin-1-yl)isoquinolin-3-yl)pyridin-2-yl)oxetan-3-yl)carbamate